γ-Terpineol CC1(O)CCC(=C(C)C)CC1